10-((2-(2,6-dioxopiperidin-3-yl)-1-oxoisoindolin-4-yl)thio)decanoic acid O=C1NC(CCC1N1C(C2=CC=CC(=C2C1)SCCCCCCCCCC(=O)O)=O)=O